(E)-3-(4-Butoxy-3-fluorophenyl)-1-(2,4-dibutoxy-6-hydroxyphenyl)prop-2-en-1-one C(CCC)OC1=C(C=C(C=C1)/C=C/C(=O)C1=C(C=C(C=C1O)OCCCC)OCCCC)F